[I-].[Zn].FC(C[NH3+])(F)F (trifluoroethyl)ammonium zinc iodide